4-[[(7S)-1-[4-[(1S)-1-(2,2-difluoro-1,3-benzodioxol-5-yl)ethoxy]-5-fluoro-2-pyridinyl]-3-(trifluoromethyl)-4,5,6,7-tetrahydroindazol-7-yl]oxy]benzoic acid FC1(OC2=C(O1)C=CC(=C2)[C@H](C)OC2=CC(=NC=C2F)N2N=C(C=1CCC[C@@H](C21)OC2=CC=C(C(=O)O)C=C2)C(F)(F)F)F